C(C)C(C(=O)N1CCC(CC1)(O)CN1C=C(C(=CC1=O)C1=CC=CC=C1)C(=O)N(C)C(C)C)CCCC 1-((1-(2-ethylhexanoyl)-4-hydroxypiperidin-4-yl)methyl)-N-isopropyl-N-Methyl-6-oxo-4-phenyl-1,6-dihydropyridine-3-carboxamide